(2R)-N-(3-((1-(2-(1H-pyrazol-4-yl)-6-(thiophen-2-yl)pyridin-4-yl)ethyl)carbamoyl)-4-methylphenyl)piperidine-2-carboxamide N1N=CC(=C1)C1=NC(=CC(=C1)C(C)NC(=O)C=1C=C(C=CC1C)NC(=O)[C@@H]1NCCCC1)C=1SC=CC1